S1C(=NC2=C1C=CC=C2)[C@H]2N(C[C@@H](C1=C2N=CN1)C)C(=O)C=1OC(=NN1)C1=NC=CC=C1 ((4S,7S)-4-(benzo[d]thiazol-2-yl)-7-methyl-6,7-dihydro-1H-imidazo[4,5-c]pyridin-5(4H)-yl)(5-(pyridin-2-yl)-1,3,4-oxadiazol-2-yl)methanone